2-chloro-9-isopropyl-N-{[2-(pyrazin-2-yl)phenyl]methyl}purin-6-amine ClC1=NC(=C2N=CN(C2=N1)C(C)C)NCC1=C(C=CC=C1)C1=NC=CN=C1